4-[Benzyl-(1-ethoxy-1-oxopropan-2-yl)amino]butanoic acid methyl ester COC(CCCN(C(C(=O)OCC)C)CC1=CC=CC=C1)=O